CC=1N=C2N(C=C(C(=C2)C)NC(=O)C=2C=CC(=C3C=CN=NC23)N2CCN(CC2)C(=O)OC(C)(C)C)C1 tert-butyl 4-[8-([2,7-dimethylimidazo[1,2-a]pyridin-6-yl]carbamoyl)cinnolin-5-yl]piperazine-1-carboxylate